ClC1=CC(=CN=N1)N1N=CC2=CC=C(C=C12)N 1-(6-chloropyridazin-4-yl)indazol-6-amine